6-bromo-3-chloro-2-fluoro-N-(pyridin-3-yl)-4-(trifluoromethyl)benzamide BrC1=CC(=C(C(=C1C(=O)NC=1C=NC=CC1)F)Cl)C(F)(F)F